2,5-dibromo-6-ethylpyridine BrC1=NC(=C(C=C1)Br)CC